1-[2-chloro-4-(trifluoromethyl)phenyl]-4-[5-fluoro-6-(1-methyl-1H-pyrrol-2-yl)pyridin-3-yl]-N-[(3S)-1-methylpyrrolidin-3-yl]piperidine-4-carboxamide ClC1=C(C=CC(=C1)C(F)(F)F)N1CCC(CC1)(C(=O)N[C@@H]1CN(CC1)C)C=1C=NC(=C(C1)F)C=1N(C=CC1)C